3-[[4-[3-fluoro-5-isobutyl-2-(2H-tetrazol-5-yl)phenyl]-2,5-dimethyl-piperazin-1-yl]-methyl]pyridazine FC=1C(=C(C=C(C1)CC(C)C)N1CC(N(CC1C)CC=1N=NC=CC1)C)C=1N=NNN1